CC(CCC1CCC(CC1)OC)(C)NC[C@H](O)C=1C=NC=C(C1)F (R)-2-{1,1-dimethyl-3-[(1s,4R)-4-methoxycyclohexyl]propylamino}-1-(5-fluoro-3-pyridyl)-1-ethanol